C12(CC3CC(CC(C1)C3)C2)P(C23CC1CC(CC(C2)C1)C3)CC3=C(C=CC=C3)CP(C31CC2CC(CC(C3)C2)C1)C12CC3CC(CC(C1)C3)C2 1,2-bis(diadamantanylphosphinomethyl)benzene